amino-azetidine-1-carboxylic acid tert-butyl ester C(C)(C)(C)OC(=O)N1C(CC1)N